BrC1=C2C=NNC2=CC2=C1C(CCC2)OC 4-bromo-5-methoxy-5,6,7,8-tetrahydro-1H-benzo[f]indazole